N=1C=NN2C1C=C(C=C2)CC2=C(C=C(C=C2)NC2=NC=NC1=CC=C(C=C21)N2[C@H]1C[C@H]1C(C2=O)=C)C (1S,5S)-2-(4-((4-([1,2,4]triazolo[1,5-a]pyridin-7-ylmethyl)-3-methylphenyl)amino)quinazolin-6-yl)-4-methylene-2-azabicyclo[3.1.0]hexan-3-one